3-(1H-imidazol-4-yl)-N-[2-(1H-pyrrol-2-yl)ethyl]prop-2-enamide N1C=NC(=C1)C=CC(=O)NCCC=1NC=CC1